C(CCCC)OC(CO)CCCCCCCCCC 2-(pentyloxy)dodecane-1-ol